BrC1=CC=CC=2N(C(OC21)=O)C(C2=CC=CC=C2)(C2=CC=CC=C2)C2=CC=CC=C2 7-bromo-3-trityl-benzo[d]oxazol-2(3H)-one